ClC1=C(C=C2C=C(N=CC2=C1)NC(=O)[C@H]1[C@@H]([C@@H]1C1=NC=CC=C1)C)N1CC[NH+](CC1)[C@]1(COC[C@H]1F)C (1S,2R,3S)-N-[7-chloro-6-[4-((3S,4S)-4-fluoro-3-methyl-tetrahydrofuran-3-yl)piperazin-4-ium-1-yl]-3-isoquinolyl]-2-methyl-3-(2-pyridyl)cyclopropanecarboxamide